C(#N)[C@@H](N[S@@](=O)C1=CC=C(C=C1)C)C1CC2(CC2)C(CC1)(F)F (S)-N-((1S)-cyano(8,8-difluorospiro[2.5]octan-5-yl)methyl)-4-methylbenzenesulfinamide